C(C)N1C(C2=C(C=C(C=C2C1)C1=CN=C2N1C=CC(=C2)C=2C=NN(C2)C)OC)=O 2-ethyl-7-methoxy-5-[7-(1-methylpyrazol-4-yl)imidazo[1,2-a]pyridin-3-yl]isoindolin-1-one